(S)-7-(1-(2-hydroxy-2-methylpropyl)-2-keto-1,2-dihydropyridin-4-yl)-5-methyl-3-tritylamino-2,3-dihydrobenzo[b][1,4]oxazepin-4(5H)-one OC(CN1C(C=C(C=C1)C1=CC2=C(OC[C@@H](C(N2C)=O)NC(C2=CC=CC=C2)(C2=CC=CC=C2)C2=CC=CC=C2)C=C1)=O)(C)C